C(CCCCCCC)O[Cu](OCCCCCCCC)(OCCCCCCCC)(OCCCCCCCC)(OCCCCCCCC)(OCCCCCCCC)(OCCCCCCCC)OCCCCCCCC octaoctyloxycopper